1-[bis(dimethyl-amino)methylene]-1H-1,2,3-triazolo[4,5-b]pyridinium 3-oxide hexafluorophosphate F[P-](F)(F)(F)(F)F.CN(C)C(=[N+]1N=[N+](C2=NC=CC=C21)[O-])N(C)C